tyrosine-d10 tert-butyl-(4-(2-((1-(tetrahydro-2H-pyran-2-yl)-6-(4H-1,2,4-triazol-4-yl)-1H-benzo[d][1,2,3]triazol-4-yl)oxy)ethoxy)butyl)carbamate C(C)(C)(C)N(C(O)=O)CCCCOCCOC1=CC(=CC=2N(N=NC21)C2OCCCC2)N2C=NN=C2.N([C@@](C(C2=C(C(=C(C(=C2[2H])[2H])O[2H])[2H])[2H])([2H])[2H])(C(=O)O)[2H])([2H])[2H]